3-phenyl-2-{3-[(2S)-pyrrolidin-2-ylmethoxy]pyridin-4-yl}-1H-pyrrolo[3,2-b]pyridine hydrochloride Cl.C1(=CC=CC=C1)C1=C(NC=2C1=NC=CC2)C2=C(C=NC=C2)OC[C@H]2NCCC2